C(C)C1CCCCC1 (1S,4s)-4-ethylcyclohexane